(5S)-2-[(5-Chloropyridin-2-yl)methyl]-5-(1,3-thiazolidin-3-ylcarbonyl)-5,6,7,8-tetrahydro[1,2,4]triazolo[4,3-a]pyridin-3(2H)-one ClC=1C=CC(=NC1)CN1N=C2N([C@@H](CCC2)C(=O)N2CSCC2)C1=O